ClC1=C(C(=O)O)C=C(C=C1N1CC2(CS(C2)(=O)=O)C1)F 2-chloro-3-(2,2-diketo-2λ6-thia-6-azaspiro[3.3]heptan-6-yl)-5-fluoro-benzoic acid